O1N=C(C2=C1C=CC=C2)C(=O)N2CC=1C(CC2)=C(N(N1)C)C=1SC(=CC1)C benzo[d]isoxazol-3-yl-(2-methyl-3-(5-methylthiophene-2-yl)-2,4,5,7-tetrahydro-6H-pyrazolo[3,4-c]pyridin-6-yl)methanone